FC=1C=C(C=C(C1)OC)C=1C=CC=2N(C1)C(=CN2)C2=NC(=NC=C2)NC=2C=NC(=CC2)N2CCN(CC2)C 4-(6-(3-Fluoro-5-methoxyphenyl)imidazo[1,2-a]pyridin-3-yl)-N-(6-(4-methylpiperazin-1-yl)pyridin-3-yl)pyrimidin-2-amine